C(C=C)(=O)OCC[N+](CCCCS(=O)(=O)[O-])(C)C 4-((2-(acryloyloxy)ethyl) dimethylammonio)butane-1-sulphonate